CN1CCN(CC1)C1=CC=C(C=N1)C=1N=CC=2N(C1)C(=CN2)C2=CC=CC=C2 6-[6-(4-methylpiperazin-1-yl)-3-pyridyl]-3-phenyl-imidazo[1,2-a]pyrazine